OC1=C(CNC2=C3NC=NC3=NC=N2)C=CC(=C1O)OC 6-(2,3-dihydroxy-4-methoxybenzylamino)purine